Butyl 3-[2-[6,7-dichloro-10-(1H-pyrazol-4-yl)-3,4-dihydro-1H-pyrazino[1,2-a]indol-2-yl]-2-oxo-ethyl]morpholine-4-carboxylate ClC1=C(C=CC=2C(=C3N(C12)CCN(C3)C(CC3N(CCOC3)C(=O)OCCCC)=O)C=3C=NNC3)Cl